(R)-2-((S)-1-(2-ethyl-6-(1-methyl-5-((2-oxo-5-propylpyridin-1(2H)-yl)methyl)-1H-1,2,3-triazol-4-yl)pyridin-3-yl)pyrrolidin-3-yl)butanoic acid C(C)C1=NC(=CC=C1N1C[C@@H](CC1)[C@H](C(=O)O)CC)C=1N=NN(C1CN1C(C=CC(=C1)CCC)=O)C